C(C)N1C(=NC=2C1=NC(=CC2)C=2C=CN1N=C(N=CC12)N[C@@H]1CC[C@@H](CC1)OC)C 5-(3-ethyl-2-methyl-3H-imidazo[4,5-b]pyridin-5-yl)-N-(cis-4-methoxycyclohexyl)pyrrolo[2,1-f][1,2,4]triazin-2-amine